[Na+].[Na+].[N+](=O)([O-])C1=CC=C(C=C1)OP([O-])([O-])=O p-nitrophenylphosphoric acid, disodium salt